N-t-butyl-ethanolamine C(C)(C)(C)NCCO